2-cyano-4-(4,5-dimethyl-3-(1,1,7-trifluoro-2,3-dihydro-1H-inden-4-yl)-5-(trifluoromethyl)tetrahydrofuran-2-carboxamido)pyridine 1-oxide C(#N)C1=[N+](C=CC(=C1)NC(=O)C1OC(C(C1C1=C2CCC(C2=C(C=C1)F)(F)F)C)(C(F)(F)F)C)[O-]